(E)-N-(3-chloro-2-methylphenyl)-N-methyl-3-(2-oxo-2,3-dihydrobenzo[d]oxazol-5-yl)acrylamide ethyl-(3S)-3-(3-fluoro-4-methoxy-phenyl)-4-(5-hydroxy-1-methyl-pyrazol-3-yl)butanoate C(C)OC(C[C@H](CC1=NN(C(=C1)O)C)C1=CC(=C(C=C1)OC)F)=O.ClC=1C(=C(C=CC1)N(C(\C=C\C=1C=CC2=C(NC(O2)=O)C1)=O)C)C